1-((2-azabicyclo[2.2.2]oct-3-yl)methyl)-2-thioxo-1,2,3,5-tetrahydro-4H-pyrrolo[3,2-d]pyrimidin-4-one C12NC(C(CC1)CC2)CN2C(NC(C1=C2C=CN1)=O)=S